N1C(CCC1)C=CC=O 3-(pyrrolidin-2-yl)prop-2-en-1-one